NC=1C=CC(=NC1)C(C)=O 1-(5-aminopyridin-2-yl)ethan-1-one